2-(2-((3R,4R)-3-Amino-4-fluoropiperidin-1-yl)-5,6-difluoro-1H-benzo[d]imidazol-1-yl)-N-((R)-1-cyanoethyl)-N-methylacetamid N[C@@H]1CN(CC[C@H]1F)C1=NC2=C(N1CC(=O)N(C)[C@H](C)C#N)C=C(C(=C2)F)F